ClC1=C(C(=CC=C1Cl)O)[C@@H]1CC2=NN=C(N2C1)C1=CC(N(C=C1)C)=O (S)-4-(6-(2,3-dichloro-6-hydroxyphenyl)-6,7-dihydro-5H-pyrrolo[2,1-c][1,2,4]triazol-3-yl)-1-methylpyridin-2(1H)-one